5-hydroxy-6-hydrouracil C1C(C(=O)NC(=O)N1)O